C(#N)N1C[C@@H]2CCC2C1 (1R)-3-cyano-3-azabicyclo[3.2.0]heptan